CC(CCCCCC)P(C1=CC=CC=C1)C(C)CCCCCC di-(2-octyl)phenyl-phosphine